N1(CCCCCC1)C1=CC=C2C(=N1)N(N=C2C(=O)OC(C)(C)C)C tert-butyl 6-(azepan-1-yl)-1-methyl-1H-pyrazolo[3,4-b]pyridine-3-carboxylate